hydroxy-3'-pyrrolidinyl-4'-fluoroisoflavone OC=1OC2=CC=CC=C2C(C1C1=CC(=C(C=C1)F)N1CCCC1)=O